FC1=CC=C(C=C1)C=1N=CN(C1C=1C=CC=2N(C1)C(=CN2)C(=O)N)CCC(C)O 6-(4-(4-fluorophenyl)-1-(3-hydroxybutyl)-1H-imidazol-5-yl)imidazo[1,2-a]pyridine-3-carboxamide